CCC(CCCCCCCCCC)N 3-tridecanamine